CC1(N(CC2=C1N=C(N=C2N2[C@@H](COCC2)C)C2=C1C=CNC1=CC=C2)C(C2=CC=C(C=C2)C(C)=O)=O)C (R)-7,7-dimethyl-2-(1H-indol-4-yl)-6-(4-acetylbenzoyl)-4-(3-methylmorpholin-4-yl)-6,7-dihydro-5H-pyrrolo[3,4-d]pyrimidine